(R)-5-(3-hydroxy-2,6-dimethylphenyl)-2-(2-(prop-1-yn-1-yl)pyrimidin-5-yl)-1H-pyrrolo[2,3-b]pyridine-4-carbonitrile OC=1C(=C(C(=CC1)C)C1=C(C2=C(N=C1)NC(=C2)C=2C=NC(=NC2)C#CC)C#N)C